methyl ortho-fluorocinnamate FC1=C(C=CC(=O)OC)C=CC=C1